N-(3-chlorobenzyl)pyridine-2-amine ClC=1C=C(CNC2=NC=CC=C2)C=CC1